5-phenyl-N-(pyridin-3-yl)-1,3,4-thiadiazol-2-amine C1(=CC=CC=C1)C1=NN=C(S1)NC=1C=NC=CC1